C1(CCC1)C=1N(C(C2=C(NC3=CC(=CN=C3C2=O)C=COCC)N1)=O)C1=CC=CC=C1 2-cyclobutyl-8-(2-ethoxyvinyl)-3-phenylpyrimido[4,5-b][1,5]naphthyridine-4,5(3H,10H)-dione